N1(CCC1)C1=CN(C=2N=CN=C(C21)N2[C@H](CN(CC2)C(=O)OC(C)(C)C)C)C2=NC=CC(=C2)C#N tert-butyl (S)-4-(5-(azetidin-1-yl)-7-(4-cyanopyridin-2-yl)-7H-pyrrolo[2,3-d]pyrimidin-4-yl)-3-methylpiperazine-1-carboxylate